C(CCCCCCCCCCCCCCCC)C=1N(CCN1)CCO 2-heptadecyl-1-(2-hydroxyethyl)-imidazoline